COCOC1=NOC(=C1)C=1C=CC(=NC1)N1CCC2(C(N3[C@H](O2)CC[C@H]3C3=CC=CC=C3)=O)CC1 (5'S,7a'R)-1-{5-[3-(methoxymethoxy)-1,2-oxazol-5-yl]pyridin-2-yl}-5'-phenyltetrahydro-3'H-spiro[piperidine-4,2'-pyrrolo[2,1-b][1,3]oxazol]-3'-one